C(N)(=O)C1CC(C1)N1C=C(C2=C1N=CN=C2N2[C@H](CN(CC2)C(=O)OC(C)(C)C)C)C2CC2 tert-Butyl (S)-4-(7-(3-carbamoylcyclobutyl)-5-cyclopropyl-7H-pyrrolo[2,3-d]pyrimidin-4-yl)-3-methylpiperazine-1-carboxylate